CS(=O)(=O)C=1C=CC=2N(C1)N=CC2 6-methylsulfonylpyrazolo[1,5-a]pyridine